perfluorophenyl 3,5-bis((bicyclo[2.2.1]hept-5-en-2-ylmethyl)carbamoyl)benzoate C12C(CC(C=C1)C2)CNC(=O)C=2C=C(C(=O)OC1=C(C(=C(C(=C1F)F)F)F)F)C=C(C2)C(NCC2C1C=CC(C2)C1)=O